4-(1,3-dimethyl-5-(4-methyl-6-(1-methyl-1H-pyrazol-4-yl)-3,4-dihydroquinoxalin-1(2H)-yl)-2-oxo-1,2-dihydroquinolin-7-yl)piperidin CN1C(C(=CC2=C(C=C(C=C12)C1CCNCC1)N1CCN(C2=CC(=CC=C12)C=1C=NN(C1)C)C)C)=O